NC=1N=C(C2=C(N1)C=CN(C2=O)CC2=C(C=C(C=C2)CN2CCN(CC2)CCN)OC)N[C@H](C)CCC (R)-2-amino-6-(4-((4-(2-aminoethyl)piperazin-1-yl)methyl)-2-methoxybenzyl)-4-(pentan-2-ylamino)pyrido[4,3-d]pyrimidin-5(6H)-one